N-[4-bromo-2-nitro-6-(trifluoromethyl)phenyl]-1-methylsulfonyl-azetidin-3-amine BrC1=CC(=C(C(=C1)C(F)(F)F)NC1CN(C1)S(=O)(=O)C)[N+](=O)[O-]